NCCC1=CC=C(C=C1)N1CCC2N(CCC21)C(=O)OC(C)(C)C tert-Butyl 4-(4-(2-aminoethyl)phenyl)hexahydropyrrolo[3,2-b]pyrrole-1(2H)-carboxylate